O=C1C=CC(=CN1CC(F)(F)F)C1CN(CCC1)C(=O)OC(C)(C)C tert-Butyl 3-(6-oxo-1-(2,2,2-trifluoroethyl)-1,6-dihydropyridin-3-yl)piperidine-1-carboxylate